tert-butyl 4-(6-(3-(3-acetylphenyl)ureido)-3-(2-methoxyethyl)-4-oxo-3,4-dihydroquinazolin-2-yl)piperidine-1-carboxylate C(C)(=O)C=1C=C(C=CC1)NC(NC=1C=C2C(N(C(=NC2=CC1)C1CCN(CC1)C(=O)OC(C)(C)C)CCOC)=O)=O